6-((5-(5-fluoro-2-methylpyridin-4-yl)pyrazolo[1,5-a]pyridin-2-yl)amino)-2,4-dimethylpyridazin-3(2H)-one FC=1C(=CC(=NC1)C)C1=CC=2N(C=C1)N=C(C2)NC=2C=C(C(N(N2)C)=O)C